3-((6-(6-methoxy-2-azaspiro[3.3]hept-2-yl)-3-nitropyridin-2-yloxy)propyl)-1-((2-(trimethylsilyl)ethoxy)methyl)-1H-pyrrolo[2,3-b]pyridin-4-amine COC1CC2(CN(C2)C2=CC=C(C(=N2)OCCCC2=CN(C=3N=CC=C(C32)N)COCC[Si](C)(C)C)[N+](=O)[O-])C1